C(C1=CC=CC=C1)(=O)OC\C=C\C1=CC(OC)=C(O)C(OC)=C1 sinapyl benzoate